2-(6-chloro-1H-pyrazolo[3,4-b]pyrazin-1-yl)-N,N-dimethylethan-1-amine ClC1=CN=C2C(=N1)N(N=C2)CCN(C)C